C(C)(C)(C)OC[C@@H](C(=O)OC)NC(=O)C=1C=CC(=NC1)OC=1C=C(C(=O)OC(C)(C)C)C=CC1 |r| tert-butyl 3-[[5-[[rac-(1S)-1-(tert-butoxymethyl)-2-methoxy-2-oxo-ethyl]carbamoyl]-2-pyridyl]oxy]benzoate